4-chloro-6-methoxy-2-methylpyrimidine-5-carbaldehyde ClC1=NC(=NC(=C1C=O)OC)C